CC1=CNC2=NC=C(N=C21)N[C@@H](C)C=2C=C(C=CC2)NC(C2=CN=C(C=C2)OC(F)(F)F)=O (S)-N-(3-(1-((7-methyl-5H-pyrrolo[2,3-b]pyrazin-2-yl)amino)ethyl)phenyl)-6-(trifluoromethoxy)nicotinamide